OC=1C=C(C=C(C1)O)\C=C\C1=CC(=C(C=C1)OC)O 3,5,3'-trihydroxy-4'-methoxy-trans-stilbene